ClC1=C(C(=O)N2N=C(C=C2OCC=2SC(=CC2)Cl)C2CN(CC2C(F)(F)F)S(=O)(=O)C)C=CC=C1 1-(2-chlorobenzoyl)-5-[(5-chlorothiophen-2-yl)methoxy]-3-[1-methanesulfonyl-4-(trifluoromethyl)pyrrolidin-3-yl]-1H-pyrazole